FC1=C(C(=O)NC2=C(C(=NN2C)C(F)(F)F)Cl)C=CC=N1 2-fluoro-N-(4-chloro-1-methyl-3-(trifluoromethyl)-1H-pyrazol-5-yl)nicotinamide